ClC=1C=CC(=C(C1)NC(=O)NC1=CC(=CC(=C1)OC)NCCN)CO 1-(5-chloro-2-hydroxymethylphenyl)-3-[3-(2-aminoethylamino)-5-methoxyphenyl]urea